COC(=O)C=1C=CC(=C(C1)C#CC1=CC=C(C(=O)NCCN2CCN(CC2)C(=O)OC(C)(C)C)C=C1)S(=O)(=O)CC1=NN(C=C1)C tert-butyl 4-(2-(4-((5-(methoxycarbonyl)-2-(((1-methyl-1H-pyrazol-3-yl)methyl)sulfonyl) phenyl)ethynyl)benzamido)ethyl)piperazine-1-carboxylate